N1CCC(CC1)NC1=CC2=C(N(N=N2)C2C(NC(CC2)=O)=O)C=C1 3-[5-(4-piperidylamino)benzotriazol-1-yl]piperidine-2,6-dione